(Z)-2-methyl-styrene (S)-2-amino-5-(2-fluorophenyl)-4-oxo-4,5-dihydrofuran-3-yl-5-d-phenylmethanesulfonate NC=1OC(C(C1[C@@H](S(=O)(=O)O)C1=CC=CC=C1)=O)([2H])C1=C(C=CC=C1)F.CC1=C(C=C)C=CC=C1